C1(CCCC1)N1C(N(C=2C1=C1C(=NC2)NC(=C1C=1C=C2C=NN(C2=CC1)C)C=1C=NN(C1)CC(C)(C)O)C)=O 1-Cyclopentyl-7-(1-(2-hydroxy-2-methylpropyl)-1H-pyrazol-4-yl)-3-methyl-8-(1-methyl-1H-indazol-5-yl)-3,6-dihydroimidazo[4,5-d]pyrrolo[2,3-b]pyridin-2(1H)-on